thiophene-3-carbonyl chloride S1C=C(C=C1)C(=O)Cl